1-(2,4-difluoro-6-(2-methyl-1H-benzimidazol-5-yl)phenyl)ethane-1-ol FC1=C(C(=CC(=C1)F)C1=CC2=C(NC(=N2)C)C=C1)C(C)O